ClC1=C(C(=O)NC=2OC(=NN2)C)C=CC(=C1[S@](=O)C)C(F)(F)F |r| 2-Chloro-N-(5-methyl-1,3,4-oxadiazol-2-yl)-3-[(RS)-methylsulfinyl]-4-(trifluoromethyl)benzamid